trans-4-((3-(1-Cyclopropyl-1H-pyrazol-4-yl)phenyl)((trans-4-(4-methoxy-3-methylphenyl)cyclohexyl)methyl)carbamoyl)cyclohexyl 3-(methylsulfonyl)azetidine-1-carboxylate CS(=O)(=O)C1CN(C1)C(=O)O[C@@H]1CC[C@H](CC1)C(N(C[C@@H]1CC[C@H](CC1)C1=CC(=C(C=C1)OC)C)C1=CC(=CC=C1)C=1C=NN(C1)C1CC1)=O